Cl.NC12CCC(CC1)(CC2)O 4-aminobicyclo[2.2.2]-1-octanol hydrochloride